FC=1C=2N(C=C(C1)NC(=O)C=1C=CC(=C3C=CC(=NC13)OC)N1CCC3(CCN3C(=O)OC(C)(C)C)CC1)C=C(N2)C tert-butyl 7-[8-[(8-fluoro-2-methyl-imidazo[1,2-a]pyridin-6-yl)carbamoyl]-2-methoxy-5-quinolyl]-1,7-diazaspiro[3.5]nonane-1-carboxylate